C(CCCCC)/C(/C(=O)O)=C/C(=O)O.C(\C=C/C(=O)O)(=O)OCCCCCC n-hexyl maleate (n-hexyl maleate)